C1(CCCCC1)COC=1C=C(C=CC1)C1(CCCC1)C(=O)N[C@@H](C)C1=CC=C(C(=O)O)C=C1 4-[(1S)-1-[[1-[3-(Cyclohexylmethoxy)phenyl]cyclopentanecarbonyl]amino]ethyl]benzoic acid